(7R,8R)-7-((R)-5H-imidazo[5,1-a]isoindol-5-yl)-5,6,7,8-tetrahydroisoquinolin-8-ol C=1N=CN2C1C1=CC=CC=C1[C@H]2[C@H]2CCC=1C=CN=CC1[C@@H]2O